N-[3-chloro-4-[4-(4-hydroxypiperidine-4-carbonyl)piperazine-1-carbonyl]phenyl]-1-methyl-5-[1-prop-2-ynyl-3-(trifluoromethyl)pyrazol-4-yl]imidazole-2-carboxamide hydrochloride Cl.ClC=1C=C(C=CC1C(=O)N1CCN(CC1)C(=O)C1(CCNCC1)O)NC(=O)C=1N(C(=CN1)C=1C(=NN(C1)CC#C)C(F)(F)F)C